Octadecanoic acid (S)-1-[(S)-1-((S)-1-benzyloxycarbonyl-ethoxycarbonyl)-ethoxycarbonyl]-ethyl ester C(C1=CC=CC=C1)OC(=O)[C@H](C)OC(=O)[C@H](C)OC(=O)[C@H](C)OC(CCCCCCCCCCCCCCCCC)=O